ethyl 2-(5-(2-(3,3-dimethylazetidin-1-yl) ethyl)-2-oxo-4-(trifluoromethyl) pyridin-1(2H)-yl)-4-methylpentanoate CC1(CN(C1)CCC=1C(=CC(N(C1)C(C(=O)OCC)CC(C)C)=O)C(F)(F)F)C